dimethyl (4-aminophenylsulfonyl)methylphosphonate NC1=CC=C(C=C1)S(=O)(=O)CP(OC)(OC)=O